Cl.COC1=CC=C(C=C1)[C@H](C)N[C@H](C(=O)N)C1=CSC=C1 (S)-2-(((S)-1-(4-methoxyphenyl)ethyl)amino)-2-(thiophen-3-yl)acetamide hydrochloride